ClC1=C(C=CC=C1)[C@@H]1[C@H](NC(O1)=O)C=1C=NC=C(C1)C#CC1=CC=CC=C1 (4R,5R)-5-(2-CHLOROPHENYL)-4-(5-(PHENYLETHYNYL)PYRIDIN-3-YL)OXAZOLIDIN-2-ONE